ethyl (3R)-6-bromo-1-[(2S)-3-[tert-butyl(diphenyl)silyl]oxy-2-methyl-propyl]-3-methyl-2-oxo-indoline-3-carboxylate BrC1=CC=C2[C@](C(N(C2=C1)C[C@@H](CO[Si](C1=CC=CC=C1)(C1=CC=CC=C1)C(C)(C)C)C)=O)(C(=O)OCC)C